(R) or (S)-2-[(4-aminopentyl)ethylamino]ethanol methyl-5-amino-6,8-dihydro-1H-furo[3,4-d]pyrrolo[3,2-b]pyridine-2-carboxylate CN1C(=CC2=NC(=C3C(=C21)COC3)N)C(=O)OCCN(CC)CCC[C@@H](C)N |o1:25|